(R)-1-(8-fluoroisochroman-1-yl)-N,N-dimethylmethanamine hydrochloride salt Cl.FC=1C=CC=C2CCO[C@H](C12)CN(C)C